C(CCC(=O)OCCCO)(=O)OC(C)(C)C Tert-Butyl 3-hydroxypropyl Butanedioate